1-(4-(1-(N-Boc-aminomethyl)cyclopropyl)phenyl)-4-chloro-2,7-dimethoxy-6(5H)-phenanthridinone C(=O)(OC(C)(C)C)NCC1(CC1)C1=CC=C(C=C1)C1=C(C=C(C=2NC(C3=C(C=CC=C3C12)OC)=O)Cl)OC